N1=C(C=CC=C1)OC(=O)O R-PYRIDYLOXYCARBOXYLIC ACID